2,2-dimethyl-propylamine CC(CN)(C)C